(S)-6-((4-((2-hydroxy-1-phenylethyl)amino)-5-(3-methyl-1,2,4-oxadiazol-5-yl)pyrimidin-2-yl)amino)-1-methyl-1,2-dihydro-3H-pyrazolo[3,4-b]pyridin-3-one OC[C@H](C1=CC=CC=C1)NC1=NC(=NC=C1C1=NC(=NO1)C)NC1=CC=C2C(=N1)N(NC2=O)C